C12CC(CC(CC1)N2)OC=2C=CC=1N=CN=C(C1N2)NC2=CC(=C(C=C2)OC2=CC=1N(C=C2)N=CN1)C 6-((endo-8-Azabicyclo[3.2.1]octan-3-yl)oxy)-N-(4-([1,2,4]triazolo[1,5-a]pyridin-7-yloxy)-3-methylphenyl)pyrido[3,2-d]pyrimidin-4-amine